5-(4-methylpyridin-3-yl)-1H-indazole-3-carbonitrile CC1=C(C=NC=C1)C=1C=C2C(=NNC2=CC1)C#N